2-[[3-(morpholine-4-carbonyl)-6-(trifluoromethoxy)-4-quinolyl]amino]benzoic acid N1(CCOCC1)C(=O)C=1C=NC2=CC=C(C=C2C1NC1=C(C(=O)O)C=CC=C1)OC(F)(F)F